OC(C)(C)C=1SC(=CN1)[S@@](=O)(N)=NC(NC=1C=C2CCCC2=CC1C(C)C)=O (R)-2-(2-hydroxypropan-2-yl)-N'-((6-isopropyl-2,3-dihydro-1H-inden-5-yl)carbamoyl)thiazole-5-sulfonimidamide